1-(Oxazol-5-ylmethyl)-3-(4-(5-phenylthiazol-2-yl)phenyl)urea O1C=NC=C1CNC(=O)NC1=CC=C(C=C1)C=1SC(=CN1)C1=CC=CC=C1